C(C)(=O)N1C(N(CC1)C1=C(C=C(C=C1)C1=C(C(=CC(=C1)F)C1=CC(=NC=C1)N1CCNCC1)O)Cl)=O 1-acetyl-3-(3-chloro-5'-fluoro-2'-hydroxy-3'-(2-(piperazin-1-yl)pyridin-4-yl)-[1,1'-biphenyl]-4-yl)imidazolidin-2-one